NC=1C=CC(=NC1)NC(=O)C1CN(C1)C1=CC(=C2C(C(=CN(C2=N1)C1=NC=NS1)C(=O)O)=O)C 7-{3-[(5-aminopyridin-2-yl)carbamoyl]azetidin-1-yl}-5-methyl-4-oxo-1-(1,2,4-thiadiazol-5-yl)-1,4-dihydro-1,8-naphthyridine-3-carboxylic acid